3-(1-(2-(dimethylamino)ethyl)-6-fluoro-1H-benzo[d]imidazol-2-yl)-1H-indazole-5-carboxylic acid CN(CCN1C(=NC2=C1C=C(C=C2)F)C2=NNC1=CC=C(C=C21)C(=O)O)C